(S)-1-(5-((3,8-dichloroimidazo[1,2-a]pyridin-7-yl)thio)pyrazin-2-yl)-4'H,6'H-spiro[piperidine-4,5'-pyrrolo[1,2-b]pyrazol]-4'-amine (trifluoroacetate) FC(C(=O)O)(F)F.ClC1=CN=C2N1C=CC(=C2Cl)SC=2N=CC(=NC2)N2CCC1([C@@H](C=3N(N=CC3)C1)N)CC2